(7-((4-(ethylamino)-3-(trifluoromethyl)-1H-pyrrolo[2,3-b]pyridin-6-yl)amino)-2,3-dihydrobenzo-furan-4-yl)(4-isopropylpiperazin-1-yl)methanone C(C)NC1=C2C(=NC(=C1)NC1=CC=C(C=3CCOC31)C(=O)N3CCN(CC3)C(C)C)NC=C2C(F)(F)F